ClC=1C(=CC(=NC1)CN1[C@H](CN(CC1)C(=O)N1N=C(C=C1)NS(=O)(=O)C)C)N1CCC(CC1)F (S)-N-(1-(4-((5-Chloro-4-(4-fluoropiperidin-1-yl)pyridin-2-yl)methyl)-3-methylpiperazine-1-carbonyl)-1H-pyrazol-3-yl)methanesulfonamide